CC1OC(CC(C1)C1=CC=C(C=C1)NC1CCC(CC1)N)C N1-(4-(2,6-dimethyltetrahydro-2H-pyran-4-yl)phenyl)cyclohexane-1,4-diamine